C(C)(=O)OC[C@@H]1O[C@H]([C@@H]([C@@H]1CC(=O)[O-])CC(=O)[O-])N1C2=NC(=NC=C2N(C1=O)CC1CC1)N (2R,3S,4R,5R)-2-(Acetoxymethyl)-5-(2-Amino-7-(cyclopropylmethyl)-8-oxo-7,8-dihydro-9H-purin-9-yl)tetrahydrofuran-3,4-diyldiacetat